4-chloro-2-(6-(((1s,2s,3r,5r)-2-fluoro-9-azabicyclo[3.3.1]non-3-yl)oxy)pyridazin-3-yl)-5-(1-methyl-1H-pyrazol-4-yl)phenol ClC1=CC(=C(C=C1C=1C=NN(C1)C)O)C=1N=NC(=CC1)O[C@H]1[C@H]([C@@H]2CCC[C@H](C1)N2)F